C1(CC1)N1C(C(=CC=C1)C=1N(N=C2N=C(C(=CC21)C(=O)N)OC(C)C)CC2COCC2)=O (1-cyclopropyl-2-oxo-1,2-dihydropyridin-3-yl)-6-isopropoxy-2-((tetrahydrofuran-3-yl)methyl)-2H-pyrazolo[3,4-b]pyridine-5-carboxamide